O=C1N(CCC(N1)=O)C=1C=C(C(=O)O)C=CC1OC 3-(2,4-Dioxo-1,3-diazinan-1-yl)-4-methoxybenzoic acid